2,2-Difluoro-6-[2-methoxy-4-(trifluoromethoxy)phenoxy]-1,3-benzodioxole-5-carboxylic acid FC1(OC2=C(O1)C=C(C(=C2)C(=O)O)OC2=C(C=C(C=C2)OC(F)(F)F)OC)F